4-bromo-1,1-difluorobutane BrCCCC(F)F